C(C)C(COC(C(=C(C1=CC=CC=C1)C1=CC=CC=C1)C#N)=O)CCCC 2-cyano-3,3-diphenylprop-2-enoic acid 2-ethylhexyl ester